3-difluoromethyl-1-methyl-N-(7-methylthio-1,1,3-trimethyl-4-indanyl)-4-pyrazolecarboxamide FC(C1=NN(C=C1C(=O)NC1=C2C(CC(C2=C(C=C1)SC)(C)C)C)C)F